isopropyl 4-chloro-2',3',4',5',6,6'-hexafluoro-[1,1'-biphenyl]-3-carboxylate ClC1=C(C=C(C(=C1)F)C1=C(C(=C(C(=C1F)F)F)F)F)C(=O)OC(C)C